4-{[(tert-butoxy)carbonyl]Amino}butyric acid C(C)(C)(C)OC(=O)NCCCC(=O)O